ClC1=NC=C(C(=C1)C1=CC2=C(OCCN2C(C)C)C(=C1)F)F 6-(2-chloro-5-fluoropyridin-4-yl)-8-fluoro-4-isopropyl-3,4-dihydro-2H-benzo[b][1,4]oxazine